BrC1=C(C=C2C(=C(C=NC2=C1F)C(=O)OCC)Cl)Cl Ethyl 7-bromo-4,6-dichloro-8-fluoroquinoline-3-carboxylate